C(#N)C1=NC=C(C=N1)OC1=CC=C(C=C1)C(C)(C)C1=CC=C(OC2CC(C2)NC(OC(C)(C)C)=O)C=C1 tert-butyl ((1s,3s)-3-(4-(2-(4-((2-cyanopyrimidin-5-yl)oxy)phenyl) propan-2-yl)phenoxy)cyclobutyl)carbamate